(S)-N-(1-amino-3-hydroxy-2-methyl-1-oxopropan-2-yl)-5-((cyclopentylamino)methyl)-2-methylbenzofuran-3-carboxamide NC([C@@](CO)(C)NC(=O)C1=C(OC2=C1C=C(C=C2)CNC2CCCC2)C)=O